C1(=CC=C(C=C1)C#CC1=CC=C(C=C1)C#CC1=CC=C(C=O)C=C1)C#CC1=CC=C(C=C1)C#CC1=CC=C(C=O)C=C1 4,4'-(((1,4-phenylenedi(acetylene-2,1-diyl))bis(4,1-phenylene))bis(acetylene-2,1-diyl))dibenzoaldehyde